(4R)-4-[3-Oxo-3-[6-[6-(trifluoromethyl)pyrazin-2-yl]oxy-2-azaspiro[3.3]heptan-2-yl]propyl]oxazolidin-2-one O=C(CC[C@H]1NC(OC1)=O)N1CC2(C1)CC(C2)OC2=NC(=CN=C2)C(F)(F)F